C(#N)C=1C=C(C=CC1)C=1N=C(SC1C1=CC(=NC(=C1)C)C)NC(=O)N1CCN2CCC1C2 N-[4-(3-cyanophenyl)-5-(2,6-dimethyl-4-pyridyl)thiazol-2-yl]-1,4-diazabicyclo[3.2.1]octane-4-carboxamide